C(C)N1OC([C@H]2[C@H]1[C@H](C[C@](C2)(CC=C(C)C)C)C)(C)C |r| rac-(3aR,5R,7S,7aR)-1-ethyl-3,3,5,7-tetramethyl-5-(3-methylbut-2-en-1-yl)octahydrobenzo[c]isoxazole